BrCC(=O)C1=CC(=CC=C1)C 2-bromo-3'-methylacetophenone